4-(5-formyl-pyrimidin-2-yl)piperazine-1-carboxylic acid tert-butyl ester C(C)(C)(C)OC(=O)N1CCN(CC1)C1=NC=C(C=N1)C=O